5-(4-((2,6-difluoro-4-oxo-4,5-dihydropyrrolo[1,2-a]quinoxalin-7-yl)methyl)piperazin-1-yl)-6-fluoro-N-methylpyridineamide FC=1C=C2N(C3=CC=C(C(=C3NC2=O)F)CN2CCN(CC2)C=2C=CC(=NC2F)C(=O)NC)C1